ClC=1C=C(C=C(C1F)C)NC(N(CC1=NNC(=C1)C(F)(F)F)C=1C=NC(=NC1)OC)=O (3-Chloro-4-fluoro-5-methylphenyl)-1-(2-methoxypyrimidin-5-yl)-1-((5-(trifluoromethyl)-1H-pyrazol-3-yl)methyl)urea